6,6-Dimethyl-8-(2-pyrrolidin-1-yl-ethoxy)-6H-benzo[b]naphtho[2,3-d]furan-11-one CC1(C2=CC(=CC=C2C(C=2C3=C(OC21)C=CC=C3)=O)OCCN3CCCC3)C